C(C)(C)(C)N1N=CC=2C(N(CCC21)CC2=C(C=C(C=C2)C2=C(C=NC=C2)N2CCN(CC2)C(=O)OC(C)(C)C)C)=O tert-butyl 4-(4-(4-((1-(tert-butyl)-4-oxo-1,4,6,7-tetrahydro-5H-pyrazolo[4,3-c]pyridin-5-yl)methyl)-3-methylphenyl)pyridin-3-yl)piperazine-1-carboxylate